5,7-dimethoxy-3-(4-(methyl-(piperidinyl)amino)butoxy)-2-(3,4,5-trimethoxyphenyl)-4H-chromene-4-one COC1=C2C(C(=C(OC2=CC(=C1)OC)C1=CC(=C(C(=C1)OC)OC)OC)OCCCCN(N1CCCCC1)C)=O